N-benzylsulfonyl-6-[4-[4-(5-ethoxypyridin-3-yl)-3-fluorobenzoyl]piperazin-1-yl]pyridazine-3-carboxamide C(C1=CC=CC=C1)S(=O)(=O)NC(=O)C=1N=NC(=CC1)N1CCN(CC1)C(C1=CC(=C(C=C1)C=1C=NC=C(C1)OCC)F)=O